ClC1=CC2=C(N=N1)N(C=N2)C[C@@H]2CN(CC2)C (3S)-3-({3-Chloro-7H-imidazo[4,5-c]pyridazin-7-yl}methyl)-1-methylpyrrolidine